6-(1-difluoromethyl-1H-pyrazol-4-yl)-4-(6-(6-(4-(methylthio)benzyl)-3,6-diazabicyclo[3.1.1]heptan-3-yl)pyridin-3-yl)pyrazolo[1,5-a]pyridine-3-carbonitrile FC(N1N=CC(=C1)C=1C=C(C=2N(C1)N=CC2C#N)C=2C=NC(=CC2)N2CC1N(C(C2)C1)CC1=CC=C(C=C1)SC)F